The molecule is an organic sodium salt that is the trisodium salt of 4-hydroxy-7-[({5-hydroxy-6-[(3-methoxyphenyl)diazenyl]-7-sulfonaphthalen-2-yl}carbamoyl)amino]-3-[(6-sulfonaphthalen-2-yl)diazenyl]naphthalene-2-sulfonic acid. A direct cotton dye that is also capable of hydrogen bonding to amyloid and giving a dark enough red colour to be useful in diagnostic histology. It has a role as a histological dye. It contains a benzo scarlet 4BNS(3-). COC1=CC=CC(=C1)N=NC2=C(C=C3C=C(C=CC3=C2O)NC(=O)NC4=CC5=CC(=C(C(=C5C=C4)O)N=NC6=CC7=C(C=C6)C=C(C=C7)S(=O)(=O)[O-])S(=O)(=O)[O-])S(=O)(=O)[O-].[Na+].[Na+].[Na+]